C(C)(C)(C)C1=CC=C(OCCOC2=C(C=C3C(NC(S3)=S)=O)C=CC=C2)C=C1 5-(2-(2-(4-(tert-butyl)phenoxy)ethoxy)benzylidene)-2-thioxothiazolidin-4-one